bis(N,N-dimethylamino)-dimethylsilane CN(C)[Si](C)(C)N(C)C